1-(2-cyanoethyl)-4-oxo-3-(1-propyl-1H-indol-3-yl)-4H-pyrido[1,2-a]pyrimidinium C(#N)CC[N+]1=C2N(C(C(=C1)C1=CN(C3=CC=CC=C13)CCC)=O)C=CC=C2